N,N,N',N',N'',N''-Hexa-methyl-1,3,5-triazine-1,3,5(2H,4H,6H)-tripropanamin CN(CCCN1CN(CN(C1)CCCN(C)C)CCCN(C)C)C